2-{[7-hydroxy-5-(2-phenylethyl)-[1,2,4]triazolo[1,5-a]pyridin-8-yl]formamido}acetic acid OC1=C(C=2N(C(=C1)CCC1=CC=CC=C1)N=CN2)C(=O)NCC(=O)O